ClC1=C(COC2=CC(=CC=C12)OCC=1C=C2C(=NN(C2=CC1)C(C)C)Cl)CN1CCC(CC1)C(=O)O 1-[4-chloro-7-(3-chloro-1-isopropyl-1H-indazol-5-ylmethoxy)-2H-chromene-3-ylmethyl]-piperidin-4-carboxylic acid